(1-(hydroxymethyl)cyclopropyl)methyl-4-(isopropylamino)-6-(1H-pyrazol-4-yl)quinoline-3-carboxamide OCC1(CC1)CC1=NC2=CC=C(C=C2C(=C1C(=O)N)NC(C)C)C=1C=NNC1